(1H-indol-3-yl)-4-phenyl-1,4-diazepane-1-carboxamide N1C=C(C2=CC=CC=C12)C1N(CCCN(C1)C1=CC=CC=C1)C(=O)N